N-[2-(2-chloro-4-methylphenyl)-2,2-difluoroethyl]-5-[S-(3-cyclopropyl-2-fluorophenyl)-N-methylsulfonimidoyl]-2-methylisonicotinamide ClC1=C(C=CC(=C1)C)C(CNC(C1=CC(=NC=C1S(=O)(=NC)C1=C(C(=CC=C1)C1CC1)F)C)=O)(F)F